3-(2-chloro-4-fluoro-5-aminophenyl)-5-methyl-4,5-dihydroisooxazol ClC1=C(C=C(C(=C1)F)N)C1=NOC(C1)C